C(C)(C)(C)OC(=O)N[C@H](C(=O)OC)CCS(=O)CCCC (2S)-methyl 2-((tert-butoxycarbonyl)amino)-4-(butylsulfinyl)butanoate